tert-butyl 4-(2-(1-(3-(2,6-dioxopiperidin-3-yl)-1-methyl-1H-indazol-7-yl)piperidin-4-yl)ethyl)piperazine-1-carboxylate O=C1NC(CCC1C1=NN(C2=C(C=CC=C12)N1CCC(CC1)CCN1CCN(CC1)C(=O)OC(C)(C)C)C)=O